(S)-4-(3-((tert-Butoxycarbonyl)amino)pyrrolidin-1-yl)-5-(3,5-difluorophenyl)-6-methoxynicotinic acid methyl ester COC(C1=CN=C(C(=C1N1C[C@H](CC1)NC(=O)OC(C)(C)C)C1=CC(=CC(=C1)F)F)OC)=O